(cis)-4-(4-((4-amino-3-methoxyphenyl)amino)piperidin-1-yl)adamantan-1-ol NC1=C(C=C(C=C1)NC1CCN(CC1)C1C2CC3(CC(CC1C3)C2)O)OC